tetramethyl-ammonium n-butyltris(4-methoxyphenyl)borate C(CCC)[B-](C1=CC=C(C=C1)OC)(C1=CC=C(C=C1)OC)C1=CC=C(C=C1)OC.C[N+](C)(C)C